COC([C@H](C[C@H]1C(NCCC1)=O)NC(=O)C1N(CC2(CCC2)C1)C(=O)OC(C)(C)C)=O tert-butyl 7-[[(1S)-2-methoxy-2-oxo-1-[[(3S)-2-oxo-3-piperidyl]methyl]ethyl]carbamoyl]-6-azaspiro[3.4]octane-6-carboxylate